1-(oxan-4-yl)propan-1-one O1CCC(CC1)C(CC)=O